O=C1NC(CCC1N1C(C2=CC=C(C=C2C1=O)OCCOCCOCCOCCS(=O)(=O)N1CCN(CC1)C1CCC(CC1)NC1=NC=NC2=CC=C(C=C12)C#N)=O)=O 4-(((1r,4r)-4-(4-((2-(2-(2-(2-((2-(2,6-dioxopiperidin-3-yl)-1,3-dioxoisoindolin-5-yl)oxy)ethoxy)ethoxy)eth-oxy)ethyl)sulfonyl)piperazin-1-yl)cyclohexyl)amino)quinazoline-6-carbonitrile